N-(3-(3,3-difluoropiperidin-1-yl)-1-(2-hydroxy-2-methylpropyl)-1H-pyrazol-4-yl)pyrazolo[1,5-a]pyrimidine-3-carboxamide FC1(CN(CCC1)C1=NN(C=C1NC(=O)C=1C=NN2C1N=CC=C2)CC(C)(C)O)F